C1(=CC=CC=C1)C(C(=O)[O-])C.C(C)(C)[NH3+] isopropylammonium 2-phenylpropionate